(R)-3-(5-(4-aminopiperidine-1-yl)pyrimidine-2-yl)-N-((5-fluoro-2-hydroxyphenyl)(1H-indole-2-yl)methyl)-5-methylbenzamide NC1CCN(CC1)C=1C=NC(=NC1)C=1C=C(C(=O)N[C@@H](C=2NC3=CC=CC=C3C2)C2=C(C=CC(=C2)F)O)C=C(C1)C